FC1=NC=CC=C1C=1N=CC2=C(N1)C(=CN2COCC[Si](C)(C)C)C(O)C2=CC=C(C=C2)C=2N(C=C(N2)C(F)(F)F)C [2-(2-fluoropyridin-3-yl)-5-[[2-(trimethylsilyl)ethoxy]methyl]pyrrolo[3,2-d]pyrimidin-7-yl]([4-[1-methyl-4-(trifluoromethyl)imidazol-2-yl]phenyl])methanol